C1(=CC=CC=C1)C(=CC(C(=O)O)CC(=O)O)C1=CC=CC=C1 2-(2,2-diphenylvinyl)succinic acid